6-(cyclopropanecarboxamido)-4-((2-methoxy-3-(1-((3S,4S)-4-methoxytetrahydrofuran-3-yl)-1H-pyrazol-4-yl)phenyl)amino)pyridazine-3-carboxamide C1(CC1)C(=O)NC1=CC(=C(N=N1)C(=O)N)NC1=C(C(=CC=C1)C=1C=NN(C1)[C@H]1COC[C@H]1OC)OC